hexa-2,4-dienedicarboxylic acid C(C=CC=CC)(C(=O)O)C(=O)O